N[C@@H](C(=O)OC)CC1=CC2=C(B(OC2)O)C=C1F methyl (R)-2-amino-3-(6-fluoro-1-hydroxy-1,3-dihydrobenzo[c][1,2]oxaborol-5-yl)propanoate